2-methylene-4-oxo-4-(1-(4'-(trifluoromethyl)-[1,1'-biphenyl]-4-yl)cyclobutoxy)butanoic acid C=C(C(=O)O)CC(OC1(CCC1)C1=CC=C(C=C1)C1=CC=C(C=C1)C(F)(F)F)=O